2-bromothieno[3,2-b]pyridin-7-ol BrC1=CC2=NC=CC(=C2S1)O